C1(CCCCC1)NC=1N=C(N=NC1C(=O)N)NC1=C(C=C2CCNCC2=C1)OC Cyclohexylamino-3-((6-methoxy-1,2,3,4-tetrahydroisoquinolin-7-yl)amino)-1,2,4-triazine-6-carboxamide